(2r,3s,4s,5r)-3-(2-((1s,3r)-3-((tert-butyldimethylsilyl)oxy)cyclobutoxy)-3,4-difluorophenyl)-4,5-dimethyl-N-(pyridin-3-yl)-5-(trifluoromethyl)tetrahydrofuran-2-carboxamide [Si](C)(C)(C(C)(C)C)OC1CC(C1)OC1=C(C=CC(=C1F)F)[C@H]1[C@@H](O[C@]([C@H]1C)(C(F)(F)F)C)C(=O)NC=1C=NC=CC1